tert-butyl ((3R,6R)-6-((S)-1-(4-fluorophenyl)-1,2,3,4-tetrahydroisoquinoline-2-carbonyl)-3-(methoxymethyl)tetrahydro-2H-pyran-3-yl)carbamate FC1=CC=C(C=C1)[C@@H]1N(CCC2=CC=CC=C12)C(=O)[C@H]1CC[C@](CO1)(COC)NC(OC(C)(C)C)=O